(S,E)-4'-(2-(Hydroxymethyl)-4-(methoxyimino)pyrrolidine-1-carbonyl)-2-methyl-3-(oxetan-3-yloxy)-[1,1'-biphenyl]-3-carbonitrile OCC1N(C/C(/C1)=N/OC)C(=O)C1=CC=C(C=C1)C=1[C@@H](C(C=CC1)(C#N)OC1COC1)C